COC(=O)C1=NC(=CC(=C1Cl)NC(C)=O)C1=C(C=C(C(=C1)F)Br)F 4-acetamido-6-(4-bromo-2,5-difluorophenyl)-3-chloro-pyridine-2-carboxylic acid methyl ester